COC(\C=C\C1=CC(=C(C=C1)O)OC)=O (E)-3-(4-hydroxy-3-methoxyphenyl)acrylic acid methyl ester